(7-(2-(4-(6-fluorobenzothiophen-4-yl)piperazin-1-yl)ethyl)-2-oxo-3,4-dihydroquinoline-1(2H)-yl)methylheptylcarbamate FC1=CC2=C(C=CS2)C(=C1)N1CCN(CC1)CCC1=CC=C2CCC(N(C2=C1)COC(NCCCCCCC)=O)=O